CC1(CC1)C=1C=CC=C2C(=NNC12)NC(OC(C)(C)C)=O tert-Butyl (7-(1-methylcyclopropyl)-1H-indazol-3-yl)carbamate